ClC1=CC=C2C(=N1)CCC2=O 2-chloro-5H,6H,7H-cyclopenta[B]pyridin-5-one